5,5-dimethyl-1,3-bis(2,3-epoxypropyl)-2,4-imidazolidinedione CC1(C(N(C(N1CC1CO1)=O)CC1CO1)=O)C